C(C)O[C@H]1C[C@@H](CC1)NC1=NC=C(C(=N1)N[C@@H]1[C@H](CCC1)O)C(=O)N 2-((1R,3R)-3-ethoxycyclopentylamino)-4-((1S,2S)-2-hydroxycyclopentylamino)pyrimidine-5-carboxamide